F[C@@H]1[C@H]2CCC[C@@H](CC1=O)N2C(=O)OC(C)(C)C |r| rac-tert-butyl (1R,2R,5S)-2-fluoro-3-oxo-9-azabicyclo[3.3.1]nonane-9-carboxylate